N1(CCCCC1)C(=O)OC(NC1=C(C=CC=C1C(F)(F)F)[N+](=O)[O-])C(C)(C)C tert-butyl-(((2-nitro-6-(trifluoromethyl) phenyl) amino) methyl) piperidine-1-carboxylate